trichlorocarbon monobromide ClC(Cl)(Cl)Br